C(C)(=O)N1CCC2(CC1)CC(C(=C(C2)O)C2=C(C=C(C=C2C)C#CC)C)=O 3-Acetyl-9-[2,6-dimethyl-4-(1-propyn-1-yl)phenyl]-10-hydroxy-3-azaspiro[5.5]undec-9-en-8-one